[methyl(phenylmethyl)amino]-1,2-propanediol CN(CC1=CC=CC=C1)C(C(C)O)O